(E)-3-((1H-tetrazol-5-yl)methyl)-1-benzyl-6-((6-chloro-2-methyl-2H-indazol-5-yl)imino)-1,3,5-triazinane-2,4-dione N1N=NN=C1CN1C(N(/C(/NC1=O)=N/C1=CC2=CN(N=C2C=C1Cl)C)CC1=CC=CC=C1)=O